methyl N-{[(2R)-pyrrolidin-2-yl] methyl}-N-{1-[3-(trifluoromethyl)phenyl]cyclobutyl}carbamate N1[C@H](CCC1)CN(C(OC)=O)C1(CCC1)C1=CC(=CC=C1)C(F)(F)F